COC=1C=C2C(=CN(C(C2=CC1OC)=O)C1=C2CCN(C2=CC=C1)C)C(=O)N1CCCCC1 6,7-dimethoxy-2-(1-methylindolin-4-yl)-4-(piperidine-1-carbonyl)isoquinolin-1(2H)-one